tert-butyl (2R,4S)-4-(3-(2,6-bis(benzyloxy)pyridin-3-yl)-1-methyl-1H-indazol-6-yl)-2-methylpiperidine-1-carboxylate C(C1=CC=CC=C1)OC1=NC(=CC=C1C1=NN(C2=CC(=CC=C12)[C@@H]1C[C@H](N(CC1)C(=O)OC(C)(C)C)C)C)OCC1=CC=CC=C1